C(C)N1C=NC(=C1CSC=1NC(C2=C(N1)CCC2)=O)SCC 2-(((1-ethyl-4-(ethylthio)-1H-imidazol-5-yl)methyl)thio)-3,5,6,7-tetrahydro-4H-cyclopenta[d]pyrimidin-4-one